O1C(OCC1)C1=C(COC2=NN(C(=C2)C(=O)OC)C)C=CC=C1OCC1=CC=C(C=C1)OC methyl 3-((2-(1,3-dioxolan-2-yl)-3-((4-methoxybenzyl)oxy)benzyl)oxy)-1-methyl-1H-pyrazole-5-carboxylate